FC=1C=CC2=C(C(=C(O2)[C@H](C(C)C)NC(=O)NC=2C=NC(=NC2)OC)C)C1 (S)-1-(1-(5-fluoro-3-methylbenzofuran-2-yl)-2-methylpropyl)-3-(2-methoxypyrimidin-5-yl)urea